4-tert-butyl-2-(5-tert-butyl-2-oxo-2,3-dihydro-1-benzofuran-3-yl)phenyl 3,5-di-tert-butyl-4-hydroxybenzoate C(C)(C)(C)C=1C=C(C(=O)OC2=C(C=C(C=C2)C(C)(C)C)C2C(OC3=C2C=C(C=C3)C(C)(C)C)=O)C=C(C1O)C(C)(C)C